(5RS)-3-[2-(3-cyclopropylphenoxy)pyrrolo[1,2-b]pyridazin-3-yl]-5-[(2,4-dichlorophenyl)methyl]-5,6-dihydro-4H-1,2,4-oxadiazine C1(CC1)C=1C=C(OC=2C(=CC=3N(N2)C=CC3)C3=NOC[C@H](N3)CC3=C(C=C(C=C3)Cl)Cl)C=CC1 |r|